CC(CCCCCC)NC1=CC=C(C=C1)NC(CCCCCC)C bis(1-methylheptyl)-p-phenylenediamine